C1(=CCCCC1)C1=C(NCCCN2CCCC2)C=CC(=C1)[N+](=O)[O-] 2-cyclohexenyl-4-nitro-N-(3-(pyrrolidin-1-yl)propyl)aniline